(S)-3-methyl-N-(1-(1-(5-((1-oxido-λ6-thietan-1-ylidene)amino)pyridin-2-yl)-1H-1,2,4-triazol-5-yl)ethyl)-5-(trifluoromethyl)benzamide CC=1C=C(C(=O)N[C@@H](C)C2=NC=NN2C2=NC=C(C=C2)N=S2(CCC2)=O)C=C(C1)C(F)(F)F